CN(C)CC1(CC1)COC=1N=C(C2=C(N1)CN(CC2)C2=CC(=CC1=CC=C(C(=C21)CC)F)O)N2CC1(C(NC(N1)=O)=O)CCC2 7-(2-((1-((dimethylamino)methyl)cyclopropyl)methoxy)-7-(8-ethyl-7-fluoro-3-hydroxynaphthalen-1-yl)-5,6,7,8-tetrahydropyrido[3,4-d]pyrimidin-4-yl)-1,3,7-triazaspiro[4.5]decane-2,4-dione